ClC=1C(=NC=CC1)NN (3-CHLORO-2-PYRIDYL)HYDRAZIN